OC1=C(N2C(C3=C(C=CC=C13)C=1N=NN(C1)C1=CC=CC=C1)=NC=N2)C(=O)OC Methyl 6-hydroxy-10-(1-phenyl-1H-1,2,3-triazol-4-yl)-[1,2,4]triazolo[5,1-a]isoquinoline-5-carboxylate